6-azacytidine-5'-triphosphate P(O)(=O)(OP(=O)(O)OP(=O)(O)O)OC[C@@H]1[C@H]([C@H]([C@@H](O1)N1C(=O)N=C(N)C=N1)O)O